ClC1=C(C(=O)O)C=C(C(=C1OC)C([2H])([2H])[2H])OC 2-chloro-3,5-dimethoxy-4-(trideuteromethyl)benzoic acid